N[C@@H](CC(N)=O)C(=O)N[C@H](C(=O)NCCC(=O)N[C@H](CCC(=O)O)C(=O)O)CCN(C(CO)=O)[C@H](C(C)(C)C)C=1N(C=C(C1)C1=C(C=CC(=C1)F)F)CC1=CC=CC=C1 N-{(2S)-2-(L-asparaginylamino)-4-[{(1R)-1-[1-benzyl-4-(2,5-difluorophenyl)-1H-pyrrol-2-yl]-2,2-dimethylpropyl}(hydroxyacetyl)amino]butanoyl}-beta-alanyl-D-glutamic acid